benzyl (1-(2-hydroxy-2-methylpropoxy)-2-methylpropan-2-yl)carbamate OC(COCC(C)(C)NC(OCC1=CC=CC=C1)=O)(C)C